((3S,4R)-3-amino-4-hydroxypiperidin-1-yl)(7-methoxy-1-methyl-2-(1-(2,2,2-trifluoroethyl)-1H-indol-2-yl)-1H-benzo[d]imidazol-5-yl)methanone, hydrochloride salt Cl.N[C@H]1CN(CC[C@H]1O)C(=O)C1=CC2=C(N(C(=N2)C=2N(C3=CC=CC=C3C2)CC(F)(F)F)C)C(=C1)OC